(S)-5-(5-(3,5-dimethylisoxazol-4-yl)-1-(2-oxaspiro[3.3]heptan-6-yl)-1H-benzo[d]imidazol-2-yl)pyrrolidin-2-one CC1=NOC(=C1C1=CC2=C(N(C(=N2)[C@@H]2CCC(N2)=O)C2CC3(COC3)C2)C=C1)C